CC1=CC=CC(=N1)C1=NC=CC(=N1)NC1=NC(=NC=C1)NC=1C=NC=C(C(=O)O[C@H]2CNCC2)C1 (R)-pyrrolidin-3-yl 5-((4-((2-(6-methylpyridin-2-yl)pyrimidin-4-yl)amino)pyrimidin-2-yl)amino)nicotinate